ClC1=C(C=C(C=C1)C12C(C(C([C@](CO1)(O2)CO)O)O)O)CC2=CC=C(C=C2)OCC (S)-5-[4-chloro-3-[(4-ethoxyphenyl)methyl]phenyl]-1-(hydroxymethyl)-6,8-dioxabicyclo[3.2.1]octane-2,3,4-triol